5-bromo-3-(1-((3,3-difluorocyclobutyl)methyl)-1H-pyrazol-4-yl)quinoxalin-6-ol BrC1=C2N=C(C=NC2=CC=C1O)C=1C=NN(C1)CC1CC(C1)(F)F